BrC1=CC=C(C=C1)S(=O)(=O)[C@@H]1COCC1 (S)-3-((4-bromophenyl)sulfonyl)tetrahydrofuran